tert-butyl 5-methyl-2,2-dioxo-1,2lambda6,3-oxathiazinane-3-carboxylate CC1CN(S(OC1)(=O)=O)C(=O)OC(C)(C)C